CN(C1CC=C(CC1)C=1C=NC2=CC=C(N=C2C1)C=1N=CNC1C1=NC(=CC=C1)C)C N,N-dimethyl-4-[6-[5-(6-methyl-2-pyridyl)-1H-imidazol-4-yl]-1,5-naphthyridin-3-yl]cyclohex-3-en-1-amine